2-amino-N-(2,4-difluorophenyl)pyrimidine-5-sulfonamide NC1=NC=C(C=N1)S(=O)(=O)NC1=C(C=C(C=C1)F)F